di(isopropylcyclopentadienyl)(diisopropylacetamido)lanthanum (III) C(C)(C)C1(C=CC=C1)[La](NC(C(C(C)C)C(C)C)=O)C1(C=CC=C1)C(C)C